Tert-butyl 6-(6-(4,4,5,5-tetramethyl-1,3,2-dioxaborolan-2-yl)quinazolin-4-yl)-2,6-diazaspiro[3.4]octane-2-carboxylate CC1(OB(OC1(C)C)C=1C=C2C(=NC=NC2=CC1)N1CC2(CN(C2)C(=O)OC(C)(C)C)CC1)C